tert-butyl 6-(8-(benzo[d]thiazol-2-ylcarbamoyl)-3,4-dihydroisoquinolin-2(1H)-yl)-3-(3-((4-(3-methoxy-3-oxopropyl)benzyl)oxy)-2-methylphenyl)picolinate S1C(=NC2=C1C=CC=C2)NC(=O)C=2C=CC=C1CCN(CC21)C2=CC=C(C(=N2)C(=O)OC(C)(C)C)C2=C(C(=CC=C2)OCC2=CC=C(C=C2)CCC(=O)OC)C